(2-(4-(benzyloxy)phenyl)-1-(phenylsulfonyl)-1H-imidazol-4-yl)(4-fluorophenyl)methanone C(C1=CC=CC=C1)OC1=CC=C(C=C1)C=1N(C=C(N1)C(=O)C1=CC=C(C=C1)F)S(=O)(=O)C1=CC=CC=C1